BrC=1C=C(C(=NC1)[C@H]1N([C@@H](CC2=C3C(=CC=C12)NC(O3)=O)C)CC(F)(F)F)OC (6S,8R)-6-(5-bromo-3-methoxypyridin-2-yl)-8-methyl-7-(2,2,2-Trifluoroethyl)-6,7,8,9-tetrahydrooxazolo[5,4-f]isoquinolin-2(3H)-one